(E)-4-((2-(4-(4-(diphenylamino)styryl)pyridin-2-yl)-4-oxo-3,4-dihydroquinazolin-6-yl)oxy)benzenesulfonamide C1(=CC=CC=C1)N(C1=CC=C(/C=C/C2=CC(=NC=C2)C2=NC3=CC=C(C=C3C(N2)=O)OC2=CC=C(C=C2)S(=O)(=O)N)C=C1)C1=CC=CC=C1